C(C)(C)C1OC(OC1)=O 4-isopropyl-1,3-dioxolan-2-one